methyl (2-(3-ethyl-5'-fluoro-1'-methyl-1H,1'H-[4,6'-biindazol]-1-yl)acetyl)glycylglycinate C(C)C1=NN(C=2C=CC=C(C12)C1=C(C=C2C=NN(C2=C1)C)F)CC(=O)NCC(=O)NCC(=O)OC